ClC1=NC=C(C(=N1)NC1=NNC(=C1)C1CCCC1)C 2-Chloro-N-(5-cyclopentyl-1H-pyrazol-3-yl)-5-methyl-pyrimidin-4-amine